rel-(2R,3S,4S,5R)-3-(3,4-difluoro-2-methoxyphenyl)-4,5-dimethyl-N-(pyridazin-4-yl)-5-(trifluoromethyl)tetrahydrofuran-2-carboxamide FC=1C(=C(C=CC1F)[C@H]1[C@@H](O[C@]([C@H]1C)(C(F)(F)F)C)C(=O)NC1=CN=NC=C1)OC |o1:8,9,11,12|